4-(1-cyclopropyl-1H-pyrazol-4-yl)(pyridin-2-yl)-N-((trans-4-(4-methoxy-3-methylphenyl)cyclohexyl)methyl)-cyclohexanecarboxamide C1(CC1)N1N=CC(=C1)C1CCC(CC1)(C(=O)NC[C@@H]1CC[C@H](CC1)C1=CC(=C(C=C1)OC)C)C1=NC=CC=C1